C(C)OP(=O)(OCC)C1=NC=2CCN(CC2C=C1)C(=O)OC(C)(C)C Tert-butyl 2-(diethoxyphosphoryl)-7,8-dihydro-1,6-naphthyridin-6(5H)-carboxylate